N[C@H]1C2N(CC1CC2)C(=O)C2=CC1=C(N(C(=N1)C=1N(C3=CC(=CC=C3C1)C1=C3C=CN=C(C3=CC=C1)O)CC1CC1)C)C(=C2)OC 5-(2-{5-[(7R)-7-amino-2-azabicyclo[2.2.1]heptane-2-carbonyl]-7-methoxy-1-methyl-1H-1,3-benzodiazol-2-yl}-1-(cyclopropylmethyl)-1H-indol-6-yl)isoquinolin-1-ol